4-bromo-6-methyl-2-(6-methylpyrimidin-4-yl)-1-toluenesulfonyl-1,6-dihydro-7H-pyrrolo[2,3-c]pyridin-7-one BrC=1C2=C(C(N(C1)C)=O)N(C(=C2)C2=NC=NC(=C2)C)S(=O)(=O)CC2=CC=CC=C2